C1(CC1)C1=NC=NC(=C1C=1N=C(C2=C(N1)C=CN2C)OCC=2C=NC(=C(C2)F)C=2N(C=C(N2)C(F)(F)F)CC)OC(F)F 2-[4-cyclopropyl-6-(difluoromethoxy)pyrimidin-5-yl]-4-[[6-[1-ethyl-4-(trifluoromethyl)imidazol-2-yl]-5-fluoro-3-pyridyl]methoxy]-5-methyl-pyrrolo[3,2-d]pyrimidine